methyl p-methylbenzoate (r-methyl p-methylbenzoate) CC1=C(C(=O)O)C=CC(=C1)C.CC1=CC=C(C(=O)OC)C=C1